3-(3-Chloropropyl)-7-phenyl-1H-4,2,1-benzoxathiazin-2,2-dioxid ClCCCC1S(NC2=C(O1)C=CC(=C2)C2=CC=CC=C2)(=O)=O